methyl (R)-1-(4-(5-(3-hydroxy-1-methyl-2-oxopyrrolidin-3-yl) isoxazol-3-yl) pyridin-2-yl)-1H-indazole-3-carboxylate O[C@@]1(C(N(CC1)C)=O)C1=CC(=NO1)C1=CC(=NC=C1)N1N=C(C2=CC=CC=C12)C(=O)OC